S1C(=CC=C1)[C@@H](C)NC1CCCC=2C3=CC(=CC=C3NC12)C=1C=C2CNC(C2=CC1)=O 5-(1-(((R)-1-(thiophen-2-yl)ethyl)amino)-2,3,4,9-tetrahydro-1H-carbazol-6-yl)isoindolin-1-one